ClC1=CC=C(CN2N=CC(=C2)C2=C(OC3=C(C(=CC=C3C2=O)OC)OC)C(F)(F)F)C=C1 3-(1-(4-chlorobenzyl)-1H-pyrazol-4-yl)-7,8-dimethoxy-2-(trifluoromethyl)-4H-chromen-4-one